C1(CC1)NC(C(C(CC1C(NCC1)=O)NC(C(CC(C)C)NC(OC(CC1=CC(=CC=C1)Cl)C1=CC(=CC=C1)Cl)=O)=O)=O)=O 1,2-bis(3-chlorophenyl)ethyl (1-((4-(cyclopropylamino)-3,4-dioxo-1-(2-oxopyrrolidin-3-yl)butan-2-yl)amino)-4-methyl-1-oxopentan-2-yl)carbamate